11-chlorobenzo[b]naphtho[1,2-d]furan ClC1=CC=CC=2OC3=C(C21)C=2C=CC=CC2C=C3